(Z)-2-(1-(2,4-bis(4-chlorophenoxy)benzylidene)-5-fluoro-2-methyl-1H-inden-3-yl)acetic acid ClC1=CC=C(OC2=C(\C=C/3\C(=C(C4=CC(=CC=C34)F)CC(=O)O)C)C=CC(=C2)OC2=CC=C(C=C2)Cl)C=C1